Methyl (S)-(6-{2-Amino-2-[2-(benzo[d]isoxazol-3-yl)phenyl]ethyl}pyridine-2-yl)carbamate hydrochloride Cl.N[C@@H](CC1=CC=CC(=N1)NC(OC)=O)C1=C(C=CC=C1)C1=NOC2=C1C=CC=C2